(1,1,2-trimethyl-3,4-dihydroisoquinolin-6-yl) trifluoromethanesulfonate FC(S(=O)(=O)OC=1C=C2CCN(C(C2=CC1)(C)C)C)(F)F